(1r,4r)-2'-[4-(benzyloxy)phenyl]-4-(3-chloroanilino)-2',3'-dihydrospiro[cyclohexane-1,1'-indene]-4-carboxylic acid C(C1=CC=CC=C1)OC1=CC=C(C=C1)C1C2(C3=CC=CC=C3C1)CCC(CC2)(C(=O)O)NC2=CC(=CC=C2)Cl